FC=1C=C(C(=O)O)C=C(C1)NS(=O)(=O)C1=CC=C(C=C1)C 3-fluoro-5-((4-methylphenyl)sulfonamido)benzoic acid